4-[3-(5-Chloro-3-pyridyl)-1-methyl-pyrazol-4-yl]-6-methyl-1H-pyrazolo[3,4-b]pyridine ClC=1C=C(C=NC1)C1=NN(C=C1C1=C2C(=NC(=C1)C)NN=C2)C